CC1(CC=2N(N=CC2C2=CC(=NC=C2C)NC(=O)[C@@H]2C[C@@H](CCC2)NC(CO)=O)C1)C (1s,3r)-N-(4-(5,5-dimethyl-5,6-dihydro-4H-pyrrolo[1,2-b]pyrazol-3-yl)-5-methylpyridin-2-yl)-3-(2-hydroxyacetamido)cyclohexanecarboxamide